[Si]([O-])([O-])([O-])[O-].[Ge+2].[Ti+4] titanium germanium silicate